BrCC1=C(C(=O)OCC)C(=CC=C1)F ethyl 2-(bromomethyl)-6-fluorobenzoate